sodium allylmalonate C(C=C)C(C(=O)[O-])C(=O)[O-].[Na+].[Na+]